FC1=CC=C(C=C1)C=CC(=O)C1=CC=C(C=C1)OC(CCCCCCC)O 3-(4-Fluorophenyl)-1-[4-(1-hydroxyoctoxy)phenyl]prop-2-en-1-one